N-methyl-N-hexadecylanilinium C[NH+](C1=CC=CC=C1)CCCCCCCCCCCCCCCC